N(=[N+]=[N-])CCOCCOCCOCCOCCN(C=1C=CC(N(C1)CC(=O)OCC)=O)C(=O)OC(C)(C)C Ethyl 2-(5-((14-azido-3,6,9,12-tetraoxatetradecyl)(tert-butoxycarbonyl)amino)-2-oxopyridin-1(2H)-yl)acetate